2-(2,4-dioxotetrahydropyrimidin-1(2H)-yl)-5-((4-(6-isopropylthieno[2,3-d]pyrimidin-4-yl)-3,6-dihydropyridine-1(2H)-yl)methyl)isoindoline-1,3-dione O=C1N(CCC(N1)=O)N1C(C2=CC=C(C=C2C1=O)CN1CCC(=CC1)C=1C2=C(N=CN1)SC(=C2)C(C)C)=O